(S)-8-isocyanato-1-methyl-1,2,3,5,6,7-hexahydro-s-indacene N(=C=O)C=1C=2CCCC2C=C2CC[C@@H](C12)C